Cl.FC(CN1CCC(CC1)C(=O)O)F 1-(2,2-difluoroethyl)piperidine-4-carboxylic acid hydrochloride